4-ethynyl-1H-pyrazole C(#C)C=1C=NNC1